O1CCN(CC1)C=1C2=C(N=CN1)N(C(=C2)C2=CC=C(C=C2)NC(=O)C2=NC=CC(=C2)NC2CN(CCC2)C(=O)OC(C)(C)C)COCC[Si](C)(C)C tert-butyl 3-((2-((4-(4-morpholino-7-((2-(trimethylsilyl)ethoxy)methyl)-7H-pyrrolo[2,3-d]pyrimidin-6-yl)phenyl)carbamoyl)pyridin-4-yl)amino)piperidine-1-carboxylate